FC1=CC=2C(C3=CC=CC=C3C2C(=C1)C=1C=NN(C1)C(C(=O)NNC1=CC=C(C=C1)S(=O)(=O)C)C)(C(F)(F)F)O 2-(4-(2-fluoro-9-hydroxy-9-(trifluoromethyl)-9H-fluoren-4-yl)-1H-pyrazol-1-yl)-N'-(4-(methylsulfonyl)phenyl)propanehydrazide